7-(2-(1-cyclopropylethyl)-2H-benzo[d][1,2,3]triazol-5-yl)imidazo[2,1-f][1,2,4]triazin-4-amine trifluoroacetate salt FC(C(=O)O)(F)F.C1(CC1)C(C)N1N=C2C(=N1)C=CC(=C2)C2=CN=C1C(=NC=NN12)N